4-{5-[(R)-(1,3-dimethyl-azetidin-3-yl)-hydroxy-(4-isopropyl-phenyl)-methyl]-pyridin-3-yl}-2-methyl-butan-2-ol CN1CC(C1)(C)[C@@](C=1C=C(C=NC1)CCC(C)(O)C)(C1=CC=C(C=C1)C(C)C)O